3-(6-(3-(1,3-dioxolan-2-yl)pyrrolidin-1-yl)-1-methyl-1H-indazol-3-yl)piperidin-2,6-dione O1C(OCC1)C1CN(CC1)C1=CC=C2C(=NN(C2=C1)C)C1C(NC(CC1)=O)=O